4-(7-bromoheptylthio)-1-oxoisoindole BrCCCCCCCSC1=C2C=NC(C2=CC=C1)=O